NC1=NC=2C=C(C(=CC2C2=C1COC2)C(=O)N([C@@H]2CCOC1=CC(=CC=C21)C(F)(F)F)C)F 4-amino-7-fluoro-N-methyl-N-((4R)-7-(trifluoromethyl)-3,4-dihydro-2H-chromen-4-yl)-1,3-dihydrofuro[3,4-c]quinoline-8-carboxamide